CC1C(OC1)O 3-methyl-2-hydroxyoxetane